tert-Butyl 3-fluoro-5-(1'-methyl-1'H-[1,4'-bipyrazole]-4-yl)benzylcarbamate FC=1C=C(CNC(OC(C)(C)C)=O)C=C(C1)C=1C=NN(C1)C=1C=NN(C1)C